FC1=C(C(=CC(=C1)OC)CCC)OC 1-fluoro-2,5-dimethoxy-3-propylbenzene